3-(6-((2-azaspiro[3.5]non-7-yl)oxy)-1-methyl-1H-indazol-3-yl)piperidine-2,6-dione C1NCC12CCC(CC2)OC2=CC=C1C(=NN(C1=C2)C)C2C(NC(CC2)=O)=O